N-ethyl-N'-[3-(dimethylamino)propyl]carbodiimide C(C)N=C=NCCCN(C)C